FC=1C(=C(C=CC1F)[C@H]1[C@@H](O[C@]([C@H]1C)(C(F)(F)F)C)C(=O)O)C (2R,3S,4S,5R)-3-(3,4-difluoro-2-methylphenyl)-4,5-dimethyl-5-(trifluoromethyl)tetrahydrofuran-2-carboxylic acid